2-(3-methoxy-4-hydroxyphenyl)-7-methoxy-3,5-dihydroxyquinolin-4-one COC=1C=C(C=CC1O)C1=NC2=CC(=CC(=C2C(C1O)=O)O)OC